N-[5-[3-[(1R,2S)-2-fluorocyclopropyl]-1,2,4-oxadiazol-5-yl]-2-methyl-phenyl]-7-(isopropoxymethyl)imidazo[1,2-a]pyridine-3-carboxamide F[C@@H]1[C@H](C1)C1=NOC(=N1)C=1C=CC(=C(C1)NC(=O)C1=CN=C2N1C=CC(=C2)COC(C)C)C